(S)-tert-butyl 4-(4-amino-5-(benzyloxy)-3,3-dimethyl-5-oxopentyl)piperazine-1-carboxylate N[C@@H](C(CCN1CCN(CC1)C(=O)OC(C)(C)C)(C)C)C(=O)OCC1=CC=CC=C1